NC=1C=C(C=C(C1)C(F)(F)F)[C@@H](C)NC1=C2C(=C(N=N1)C)C=NC(=C2)C=2C=C(CN1CCC(CC1)C1=CC=C(C=C1)C1C(NC(CC1)=O)=O)C=CC2 3-(4-(1-(3-(1-(((R)-1-(3-amino-5-(trifluoromethyl)phenyl)ethyl)amino)-4-methyl-pyrido[3,4-d]pyridazin-7-yl)benzyl)piperidin-4-yl)phenyl)piperidine-2,6-dione